NC1=C2N=CN(C2=NC=N1)[C@@H]1O[C@@H]2COP(O[C@H]3[C@@H](CC[C@@H]3COP(O[C@H]2[C@H]1F)(=O)O)N1C2=NC=NC(=C2N=C1)N)(=O)O (1R,6R,8R,9R-10R,15R,18R)-8,18-bis(6-amino-9H-purin-9-yl)-9-fluoro-3,12-dihydroxy-2,4,7,11,13-pentaoxa-3λ5,12λ5-diphosphatricyclo[13.3.0.06,10]octadecane-3,12-dione